The molecule is a member of the class of ureas that is urea substituted by methyl groups at positions 1, 1, 3 and 3 respectively. Metabolite observed in cancer metabolism. It has a role as a human metabolite. CN(C)C(=O)N(C)C